ClC=1C(=C(C=CC1)NC1N(C(=NC(=N1)N)N1CCOCC1)C1=CC(=C(C=C1)C)C)C N-(3-Chloro-2-methylphenyl)-N1-(3,4-dimethylphenyl)-6-morpholin-4-yl-[1,3,5]triazine-2,4-diamine